2-chloro-4-(methoxyphenyl)-6-(trifluoromethyl)pyrimidine ClC1=NC(=CC(=N1)C1=C(C=CC=C1)OC)C(F)(F)F